8-(6-methyl-7-oxo-6,7-dihydro-1H-pyrazolo[3,4-c]pyridin-4-yl)-6-(methylsulfonyl)spiro[1,4-benzoxazine-2,1'-cyclopropan]-3(4H)-one CN1C(C2=C(C(=C1)C1=CC(=CC=3NC(C4(CC4)OC31)=O)S(=O)(=O)C)C=NN2)=O